6-[4-(Diethylamino)-1-piperidyl]-2-[(2R)-3-(3,4-dihydro-1H-isochinolin-2-yl)-2-hydroxypropyl]-3,4-dihydroisochinolin-1-on C(C)N(C1CCN(CC1)C=1C=C2CCN(C(C2=CC1)=O)C[C@@H](CN1CC2=CC=CC=C2CC1)O)CC